(4R)-4-[3-[3-[4-(4-Chloro-2-methylsulfonyl-phenyl)phenyl]azetidin-1-yl]-3-oxopropyl]oxazolidin-2-one ClC1=CC(=C(C=C1)C1=CC=C(C=C1)C1CN(C1)C(CC[C@H]1NC(OC1)=O)=O)S(=O)(=O)C